5-((2-ethyl-3,4-difluorophenyl)-amino)-2-(tri-fluoromethyl)isonicotinic acid C(C)C1=C(C=CC(=C1F)F)NC1=CN=C(C=C1C(=O)O)C(F)(F)F